CC(C)(CCCCCC)C 2,2-dimethyloctane